COC=1C=CC2=C(NC(CC3=C2C=CC(=C3)OC)=O)C1 3,9-dimethoxy-5,7-dihydro-6H-dibenzo[b,d]azepin-6-one